N,N-dimethyl-2-(2-hydroxyethyl)piperidinium bromide [Br-].C[N+]1(C(CCCC1)CCO)C